C(CCCCCCCCC)[SiH](C1=CC=CC=C1)C decylmethylphenylsilane